O=C1NC(CCC1N1C(C2=CC=CC(=C2C1)NCCNC(OC(C)(C)C)=O)=O)=O tert-butyl (2-((2-(2,6-dioxopiperidin-3-yl)-1-oxoisoindolin-4-yl)amino)ethyl)carbamate